C(CC(O)(C(=O)O)CC(=O)O)(=O)O.C(CC(O)(C(=O)O)CC(=O)O)(=O)O citric acid citrate